3,4-bis(diisobutylphosphino)-thiophene C(C(C)C)P(C1=CSC=C1P(CC(C)C)CC(C)C)CC(C)C